NCCCNCCNCCCN N,N'-Bis(3-aminopropyl)ethylenediamine